2-t-butyl-6-(3'-t-butyl-5'-methyl-2'-hydroxybenzyl)-4-methylphenylacrylate C(C)(C)(C)C1=C(C(=CC(=C1)C)CC1=C(C(=CC(=C1)C)C(C)(C)C)O)OC(C=C)=O